FC1=C(C(=O)N[C@@H]2CN(C[C@@H]2F)C(CC(F)(F)F)=O)C=CC=C1 2-fluoro-N-[(3R,4S)-4-fluoro-1-(3,3,3-trifluoropropanoyl)pyrrolidin-3-yl]benzamide